BrCCCC(=O)NC1=C2C(N(C(C2=CC=C1)=O)C1C(NC(CC1)=O)=O)=O 4-bromo-N-(2-(2,6-dioxopiperidin-3-yl)-1,3-dioxoisoindolin-4-yl)butanamide